1-[2-(3-ethoxy-5-methyl-pyrazol-1-yl)-6-[6-[(6-methylpyridazin-3-yl)amino]benzimidazol-1-yl]-3-pyridinyl]ethanol C(C)OC1=NN(C(=C1)C)C1=NC(=CC=C1C(C)O)N1C=NC2=C1C=C(C=C2)NC=2N=NC(=CC2)C